C[N+](CCC(=O)[O-])(CCOC(C(=C)C)=O)C dimethyl-(2-methacryloyloxyethyl)(2-carboxylatoethyl)aminium